2-[(2S)-1-azabicyclo[2.2.2]oct-2-yl]-6-(3-methyl-1H-pyrazol-4-yl)thieno[3,2-d]pyrimidin-4(3H)-one N12[C@@H](CC(CC1)CC2)C=2NC(C1=C(N2)C=C(S1)C=1C(=NNC1)C)=O